FC1=C(C=C(C=C1)C1=C(C(=NC=2[C@H]3C([C@@H](CC12)C3)(C)C)N3CC1(CNC1)CC3)C#N)O (6R,8R)-4-(4-fluoro-3-hydroxyphenyl)-7,7-dimethyl-2-(2,6-diazaspiro[3.4]octan-6-yl)-5,6,7,8-tetrahydro-6,8-methanoquinoline-3-carbonitrile